[(2S,3S,4R,5R)-5-[2-chloro-4-(cyclobutyl-amino)pyrrolo[2,3-d]-pyrimidin-7-yl]-3,4-dihydroxy-tetrahydro-furan-2-yl]methyl-sulfonylmethylphosphonic acid ClC=1N=C(C2=C(N1)N(C=C2)[C@H]2[C@@H]([C@@H]([C@H](O2)CS(=O)(=O)CP(O)(O)=O)O)O)NC2CCC2